[C-](S(=O)(=O)C(F)(F)F)(S(=O)(=O)C(F)(F)F)S(=O)(=O)C(F)(F)F.FC(C=1C=C(C=C(C1)C(F)(F)F)S(=O)(=O)OC1=CC=C(C=C1)[S+](C1=CC=CC=C1)C1=CC=C(C=C1)OS(=O)(=O)C1=CC(=CC(=C1)C(F)(F)F)C(F)(F)F)(F)F bis[4-(3,5-di(trifluoromethyl)benzenesulfonyloxy)phenyl]phenylsulfonium tris(trifluoromethylsulfonyl)methide